5-(2,6-dioxo-3-piperidyl)-2-piperazin-1-yl-benzenesulfonyl fluoride O=C1NC(CCC1C=1C=CC(=C(C1)S(=O)(=O)F)N1CCNCC1)=O